(4-(((3R,4R)-1-(2-cyanoacetyl)-4-methylpiperidin-3-yl)(methyl)amino)-7H-pyrrolo[2,3-d]pyrimidin-7-yl)methyl-2-((3-chloro-2-methylphenyl)amino)benzoate C(#N)CC(=O)N1C[C@@H]([C@@H](CC1)C)N(C=1C2=C(N=CN1)N(C=C2)COC(C2=C(C=CC=C2)NC2=C(C(=CC=C2)Cl)C)=O)C